COC(C(C(=O)OC)C1=C(C(=C(C(=C1C1=C(C=CC=C1)OC)Cl)Br)C)C(N)=O)=O 4-Bromo-5-chloro-2-[(2-methoxy-phenyl)-methyl-carbamoyl-phenyl]-malonic acid dimethyl ester